tert-butyl-(1R,3r,5S)-3-((5-chloro-3-nitropyridin-2-yl)amino)-8-azabicyclo[3.2.1]octane C(C)(C)(C)[C@]12C[C@@H](C[C@H](CC1)N2)NC2=NC=C(C=C2[N+](=O)[O-])Cl